C(OC)(OC)=O.[F] monofluorine dimethyl carbonate